methane nitrogen trifluoride carbon [C].N(F)(F)F.C